COCC=1C=C(C=CC1)NC(=O)NC1=CC(=C(C=C1)OC1=CC=CC=C1)C 1-[3-(methoxymethyl)phenyl]-3-(3-methyl-4-phenoxyphenyl)urea